C(CCCCCCCCCCC)C=1C(=NC=CC1OCCCC)CCCCCCCCCCCC di-dodecyl-4-n-butoxypyridine